3-(3-Chloro-5-fluoro-2-methoxy-anilino)-2-[3-[[(2S)-4-methylmorpholin-4-ium-2-yl]methoxy]-4-pyridinyl]-1,5,6,7-tetrahydropyrrolo[3,2-c]pyridin-4-one ClC=1C(=C(NC2=C(NC3=C2C(NCC3)=O)C3=C(C=NC=C3)OC[C@@H]3C[NH+](CCO3)C)C=C(C1)F)OC